2,3-dimethylthiophene-5-sulfonyl fluoride CC=1SC(=CC1C)S(=O)(=O)F